ClC1=CC2=C(OCCCC2=O)C=C1O 7-chloro-8-hydroxy-3,4-dihydrobenzo[b]oxepin-5(2H)-one